4-(tert-butoxycarbonyl)-3-(4-(trifluoromethyl)benzyl)-4,5,6,7-tetrahydropyrazolo[1,5-a]pyrimidine-6-carboxylic acid C(C)(C)(C)OC(=O)N1C=2N(CC(C1)C(=O)O)N=CC2CC2=CC=C(C=C2)C(F)(F)F